C(C)(C)[NH+](C(C)C)C(C)C tris(isopropyl)ammonium